Adenosine-15N [C@@H]1([C@H](O)[C@H](O)[C@@H](CO)O1)[15N]1C=NC=2C(N)=NC=NC12